C(C)[C@]1(CC2=CC[C@H]3[C@@H]4CCC[C@@H]([C@]4(CC[C@@H]3[C@]2(CC1)C)C)[C@H](C)CC[C@](C(F)(F)F)(C)O)O (2S,4aR,4bS,6aR,7R,10aS,10bS)-2-ethyl-4a,6a-dimethyl-7-((2R,5S)-6,6,6-trifluoro-5-hydroxy-5-methylhexan-2-yl)-1,2,3,4,4a,4b,5,6,6a,7,8,9,10,10a,10b,11-hexadecahydrochrysen-2-ol